P(O)(=O)(OP(=O)(O)OP(=O)(O)O)OC[C@@H]1[C@H]([C@H]([C@@H](O1)N1C(=O)N=C(N)C(=C1)Br)O)O 5-Bromocytidine-5'-Triphosphate